C1(CCC1)NC1=NC=CC=C1B1OC(C(O1)(C)C)(C)C N-cyclobutyl-3-(4,4,5,5-tetramethyl-1,3,2-dioxaborolan-2-yl)pyridin-2-amine